COC1=CC=2C(=C3C(=NC2C=C1OCCCN1CCCC1)CCC3)N3CC=CC=C3 N-{7-methoxy-6-[3-(pyrrolidin-1-yl)propoxy]-1H,2H,3H-cyclopenta[b]quinolin-9-yl}pyridin